4-benzyloxy-3-(N-benzyl-N-ethylaminoethyl)indole C(C1=CC=CC=C1)OC1=C2C(=CNC2=CC=C1)CCN(CC)CC1=CC=CC=C1